C(\C=C\C=C\C)(=O)O anti-sorbic acid